4'-hydroxytolan OC1=CC=C(C#CC2=CC=CC=C2)C=C1